IC1=NN(C2=C1CNCC2)C 3-iodo-1-methyl-4,5,6,7-tetrahydropyrazolo[4,3-c]pyridine